C(C=C)(=O)O.C(C)(C)(C)S(=O)(=O)O tert-butyl-sulfonate acrylate